FC1(CCC(C(C1)C1=CC=C(C(=O)OC)C=C1)=O)F methyl 4-(5,5-difluoro-2-oxocyclohexyl)benzoate